(2,2,6,6-tetramethyltetrahydro-2H-pyran-4-yl)methylamine hydrochloride Cl.CC1(OC(CC(C1)CN)(C)C)C